[Mo].[Cr] CHROMIUM-MOLYBDENUM